CN1C=2C(=O)NC(N)=NC2N[C@@H](C)C1[C@@H](C)NC1=CC=C(C[C@@H]([C@@H]([C@@H](CO[C@H]2O[C@H](COP(O[C@@H](CCC(O)=O)C(O)=O)(O)=O)[C@H]([C@H]2O)O)O)O)O)C=C1 methyl-Tetrahydromethanopterin